CN1N=C(C=C1C)NC=1C(N(C=C(C1)B1OC(C(O1)(C)C)(C)C)C)=O 3-(1,5-dimethyl-1H-pyrazol-3-ylamino)-1-methyl-5-(4,4,5,5-tetramethyl-1,3,2-dioxaborolan-2-yl)pyridin-2(1H)-one